CN1C(=NC=C1C(C)OC=1C=NC2=CC(=NC(=C2C1)OC1CCC(CC1)NC1=NC=C(C=N1)OCCN1CCOCC1)N1CCOCC1)[N+](=O)[O-] N-[4-[[3-[1-(3-methyl-2-nitro-imidazol-4-yl)ethoxy]-7-morpholino-1,6-naphthyridin-5-yl]oxy]cyclohexyl]-5-(2-morpholinoethoxy)pyrimidin-2-amine